CN(C(CN1N=CC(=C1)C1=CC=C(C=C1)C=1C(=CSC1)C)C(=O)O)C 4-(4-(1-(2-(dimethylamino)-2-carboxyethyl)-1H-pyrazol-4-yl)phenyl)-3-methylthiophene